N-(2-fluoro-3-{[({3-fluoro-2-hydroxy-4-[(4-methoxyphenyl)methoxy] phenyl}methyl)amino]methyl}phenyl)carbamate FC1=C(C=CC=C1CNCC1=C(C(=C(C=C1)OCC1=CC=C(C=C1)OC)F)O)NC([O-])=O